FC=1C=C(C=NC1OC)C1=CC=2N(C=C1)N=C(C2)N 5-(5-fluoro-6-methoxypyridin-3-yl)pyrazolo[1,5-A]pyridin-2-amine